2-((benzyloxy)methyl)-2-((diphenylmethylene)amino)-4-fluorobutyronitrile C(C1=CC=CC=C1)OCC(C#N)(CCF)N=C(C1=CC=CC=C1)C1=CC=CC=C1